ClC=1C=C(C=C(C1)Cl)N1CCN(CC1)S(=O)(=O)C1=CC=C(C=C1)NC(C1=C(C=CC(=C1)I)N(S(=O)(=O)C)C)=O N-[4-[4-(3,5-dichlorophenyl)piperazin-1-yl]sulfonyl-phenyl]-5-iodo-2-[methyl(methylsulfonyl)amino]benzamide